(S)-3-((tert-butyldiphenylsilyl)oxy)-4-(ethyl-(methyl)amino)butanoic acid [Si](C1=CC=CC=C1)(C1=CC=CC=C1)(C(C)(C)C)O[C@@H](CC(=O)O)CN(C)CC